5-[[(2S,4R)-4-hydroxy-2-methyl-4-(m-tolyl)-1-piperidinyl]methyl]-1,3-dimethyl-benzimidazol-2-one O[C@]1(C[C@@H](N(CC1)CC1=CC2=C(N(C(N2C)=O)C)C=C1)C)C=1C=C(C=CC1)C